4-(4-Amino-1-((3aR,4R,6S,6aS)-2,2-dimethyl-6-((((3-methyl-5-phenylisoxazol-4-yl)methyl)thio)methyl)tetrahydrofuro[3,4-d][1,3]dioxol-4-yl)-1H-pyrazolo[3,4-d]pyrimidin-3-yl)benzonitrile NC1=C2C(=NC=N1)N(N=C2C2=CC=C(C#N)C=C2)[C@@H]2O[C@@H]([C@H]1OC(O[C@H]12)(C)C)CSCC=1C(=NOC1C1=CC=CC=C1)C